methyl 3-(benzyloxy)-4-formylbenzoate C(C1=CC=CC=C1)OC=1C=C(C(=O)OC)C=CC1C=O